O1C(C1)[C@H]1OC2=C(NC1=O)C=C(C=C2)OCC2=CC=CC=C2 (2R)-oxiranyl-6-(benzyloxy)-2H-1,4-benzoxazine-3(4H)-one